(1R,2R)-N-(2-cyano-3-(6-(1-hydroxybutyl)-4-methylpyridin-3-yl)-1,6-naphthyridin-7-yl)-2-fluorocyclopropane-1-carboxamide formate C(=O)O.C(#N)C1=NC2=CC(=NC=C2C=C1C=1C=NC(=CC1C)C(CCC)O)NC(=O)[C@@H]1[C@@H](C1)F